ClC=1C(=C(NC2=C(NC3=C2C(N[C@@H](C3)C)=O)C3=C(C=NC=C3)OC[C@H]3CN(CCO3)C(=O)OC(C)(C)C)C=CC1)C tert-butyl (2R)-2-[({4-[(6R)-3-(3-chloro-2-methylanilino)-6-methyl-4-oxo-4,5,6,7-tetrahydro-1H-pyrrolo[3,2-c]pyridin-2-yl]pyridin-3-yl}oxy)methyl]morpholine-4-carboxylate